COC(CC[C@@H](C)[C@H]1CC[C@H]2[C@@H]3C([C@@H]([C@@H]4CC=CC[C@]4(C)[C@H]3CC[C@]12C)CC)=O)=O Methyl-6α-ethyl-7-oxo-5β-chol-2-ene-24-oate